1-bromo-1,4-diethyl-1,4-disilacyclohexane Br[Si]1(CC[SiH](CC1)CC)CC